C1N(CC12CCOCC2)C2=CC1=C(CCC(C=3N1C=CN3)NC(=O)C3=NN(C=C3)CC3=CC=CC=C3)C=C2 N-(9-(7-oxa-2-azaspiro[3.5]non-2-yl)-5,6-dihydro-4H-benzo[f]imidazo[1,2-a]azepin-4-yl)-1-benzyl-1H-pyrazole-3-carboxamide